C12C(C3CC(CC(C1)C3)C2)NC(CN2S(N(CCC2)C2=CC3=CC=CC=C3C=C2)(=O)=O)=O N-(adamantan-2-yl)-2-(6-(naphthalen-2-yl)-1,1-dioxido-1,2,6-thiadiazinan-2-yl)acetamide